FC1([C@]2(CCC=3C(=C(C(=NC3[C@@H]21)N2CC1(CN(C1)C(C=C)=O)CC2)C#N)C2=C(C=CC=C2)F)C2=C(N=CS2)C)F (6aR,7aR)-7,7-difluoro-4-(2-fluorophenyl)-6a-(4-methyl-1,3-thiazol-5-yl)-2-(2-(2-propenoyl)-2,6-diazaspiro[3.4]octan-6-yl)-6,6a,7,7a-tetrahydro-5H-cyclopropa[h]quinoline-3-carbonitrile